CC(=CCCC(C=C)=C)C 7-methyl-3-methyleneoct-1,6-dien